C(C)C1C(NC(NC1=O)=O)=O 5-ethylpyrimidine-2,4,6(1H,3H,5H)-trione